4-[3-[2,6-Dichloro-4-[(2R)-2,4-dimethylpiperazin-1-yl]benzoyl]-2,4-dihydro-1,3-benzoxazin-8-yl]-5-fluoro-2-(3-oxa-8-azabicyclo[3.2.1]octan-8-yl)benzohydrazide ClC1=C(C(=O)N2COC3=C(C2)C=CC=C3C3=CC(=C(C(=O)NN)C=C3F)N3C2COCC3CC2)C(=CC(=C1)N1[C@@H](CN(CC1)C)C)Cl